ClC=1C=CC(=C(C1)C1=NN2C(=NC=3C=CC=CC3C2=N1)N[C@H](CCC)C(=O)NC)OC(F)(F)F N2-{2-[5-chloro-2-(trifluoromethoxy)phenyl][1,2,4]triazolo[1,5-c]quinazolin-5-yl}-N-methyl-D-norvalinamide